C(C1=CC=CC=C1)OCC#CC=1C=C(C(=C(C1)CNS(=O)C(C)(C)C)SC1=NC=CC=C1CO[Si](C)(C)C(C)(C)C)Cl N-({5-[3-(benzyloxy)prop-1-yn-1-yl]-2-[(3-{[(tertbutyldimethylsilyl)oxy]methyl}pyridin-2-yl)sulfanyl]-3-chlorophenyl}methyl)-2-methylpropane-2-sulfinamide